(2R,3S,4R,5R)-2-[[4-chloro-2-(hydroxymethyl)phenyl]methyl]-3-methyl-5-(4-methylpyrrolo[2,3-d]pyrimidin-7-yl)tetrahydrofuran-3,4-diol ClC1=CC(=C(C=C1)C[C@H]1O[C@H]([C@@H]([C@@]1(O)C)O)N1C=CC2=C1N=CN=C2C)CO